C(CCCCCCCCCCC)(=O)OCCCCCCCCCCCCCCCCCCCCCCCCCCCCCC n-triacontyl dodecanoate